N1(N=NN=C1)C1=CC=C(N)C=C1 4-(1H-tetrazole-1-yl)aniline